(2-(aminomethyl)-6-cyclopropylimidazo-[1,2-a]pyridin-8-yl)methanol NCC=1N=C2N(C=C(C=C2CO)C2CC2)C1